NC1=NC=NC=C1CN1CCC2=CC=C(C=C12)C(=O)NC1=CC(=C(C=C1)CN1CCN(CC1)C)C(F)(F)F 1-((4-aminopyrimidin-5-yl)methyl)-N-(4-((4-methylpiperazin-1-yl)methyl)-3-(trifluoromethyl)phenyl)indoline-6-carboxamide